2-((4-fluoro-2-isopropylphenyl)amino)-N-(6-methoxy-2-methylpyridin-3-yl)-4-(trifluoromethyl)benzamide FC1=CC(=C(C=C1)NC1=C(C(=O)NC=2C(=NC(=CC2)OC)C)C=CC(=C1)C(F)(F)F)C(C)C